C(C)C=1C(=CC=C2C=CC=C(C12)C1=C(C=2N=C(N=C(C2C=N1)N1C[C@@H](NCC1)CC#N)OC[C@]12CCCN2C[C@@H](C1)F)F)F 2-((S)-4-(7-(8-ethyl-7-fluoronaphthalen-1-yl)-8-fluoro-2-(((2R,7aS)-2-fluorotetrahydro-1H-pyrrolizin-7a(5H)-yl)methoxy)pyrido[4,3-d]pyrimidin-4-yl)piperazin-2-yl)acetonitrile